4-fluoro-4-methylpentanamid trifluoroacetate salt FC(C(=O)O)(F)F.FC(CCC(=O)N)(C)C